O=C1OC2=C(N1)C=CC(=C2)C=2C=C(C=NC2)NC2=CC=C1CCCN(C1=C2)C(=O)OC(C)(C)C tert-butyl 7-((5-(2-oxo-2,3-dihydrobenzo[d]oxazol-6-yl)pyridin-3-yl) amino)-3,4-dihydroquinoline-1(2H)-carboxylate